CN1CC=2C(C3=CC=CC(=C13)N)=NN(C2)COCC[Si](C)(C)C 5-methyl-2-((2-(trimethylsilyl)ethoxy)methyl)-4,5-dihydro-2H-pyrazolo[4,3-c]quinolin-6-amine